OC(O)P(CCCO)=O dihydroxymethyl-(3-hydroxypropyl)phosphine oxide